5'-(5-Fluoro-1H-indol-3-yl)-1',2'-dihydrospiro[cyclopropane-1,3'-pyrrolo[2,3-b]pyridine] FC=1C=C2C(=CNC2=CC1)C=1C=C2C(=NC1)NCC21CC1